2-(4-iodo-1H-imidazol-1-yl)-N,N-dimethylethan-1-amine IC=1N=CN(C1)CCN(C)C